N-(2,3-dihydro-1H-indene-2-carbonyl)-O-(trans-3-(2-(5,6,7,8-tetrahydro-1,8-naphthyridin-2-yl)ethyl)cyclobutyl)homoserine C1C(CC2=CC=CC=C12)C(=O)N[C@@H](CCO[C@@H]1C[C@H](C1)CCC1=NC=2NCCCC2C=C1)C(=O)O